[Ca+2].C([O-])([O-])=O carbonic acid, calcium salt